FC1=C(C=C(C=C1)C1(CC1)N[C@@H]1[C@H](CCC1)N)C(F)(F)F (1S,2S)-N1-(1-(4-fluoro-3-(trifluoromethyl)phenyl)cyclopropyl)-cyclopentane-1,2-diamine